C12C(CC(C=C1)C2)C2OCC(CO2)(CO)CO (2-(bicyclo[2.2.1]hept-5-en-2-yl)-1,3-dioxane-5,5-diyl)dimethanol